N1(CCNCCC1)C1=NC2=CC=CC=C2C(=N1)NC1=CC=C(C=C1)C1=CC=NC=C1 2-(1,4-diazacycloheptan-1-yl)-N-(4-(pyridin-4-yl)phenyl)quinazolin-4-amine